4-Bromo-6-(2-hydroxyethoxy)pyrazolo[1,5-a]pyridine-3-carbonitrile BrC=1C=2N(C=C(C1)OCCO)N=CC2C#N